C(C)OC1=C(C=CC=C1)N1CCNCC1 1-(2-ethoxyphenyl)piperazine